FC(N1C(=NC2=C1C=CC=C2)N2CCC(CC2)OC2=CC=C1C(=NN(C1=C2)C)C2=CC(=CC=C2)F)F 6-((1-(1-(difluoromethyl)-1H-benzo[d]imidazol-2-yl)piperidin-4-yl)oxy)-3-(3-fluorophenyl)-1-methyl-1H-indazole